(rac)-4-[4-fluoro-4-(5-methyl-1,3-benzoxazol-2-yl)piperidin-1-yl]-6-methoxy-1-methyl-2-oxo-7-[tetrahydrofuran-3-yloxy]-1,2-dihydroquinoline-3-carbonitrile FC1(CCN(CC1)C1=C(C(N(C2=CC(=C(C=C12)OC)O[C@H]1COCC1)C)=O)C#N)C=1OC2=C(N1)C=C(C=C2)C |r|